2-((7-chloroisoquinolin-1-yl)oxy)-N,N-dimethylethane-1-amine ClC1=CC=C2C=CN=C(C2=C1)OCCN(C)C